tert-butyl 4-[carbamoyl(4,5-dichloro-2-methoxyphenyl)methyl]piperidine-1-carboxylate C(N)(=O)C(C1CCN(CC1)C(=O)OC(C)(C)C)C1=C(C=C(C(=C1)Cl)Cl)OC